C1(=CC=C(C=C1)OC1=NC=C(C=C1)[N+](=O)[O-])C1=CC=CC=C1 2-([1,1'-biphenyl]-4-yloxy)-5-nitropyridine